ClC1=CC=C2C(=N1)SC=C2S(=O)(=O)F 6-chlorothieno[2,3-b]pyridine-3-sulfonyl fluoride